osmium (II) bis(3-(trifluoromethyl)-5-(2-pyridyl)-1,2,4-triazole) FC(C1=NNC(=N1)C1=NC=CC=C1)(F)F.FC(C1=NNC(=N1)C1=NC=CC=C1)(F)F.[Os+2]